FC(CN1N=CC=2C1=NC(=CN2)N2C[C@H](C[C@@H](C2)C)CO)F ((3S,5S)-1-(1-(2,2-difluoroethyl)-1H-pyrazolo[3,4-b]pyrazin-6-yl)-5-methylpiperidin-3-yl)methanol